ClC=1C=C(C=CC1Cl)C1=C(C(C=C(N1CC)C(=O)O)=O)C(=O)OCC 6-(3,4-dichlorophenyl)-5-ethoxycarbonyl-1-ethyl-4-oxo-pyridine-2-carboxylic acid